N[C@H]1CN(CC1)CCOCCOCCOC1=NC=C(C=C1NC(=O)NC=1C=NC=2N(C1C1CC1)N=C(C2)Cl)Cl 1-{2-[2-(2-{2-[(3R)-3-aminopyrrolidin-1-yl]ethoxy}ethoxy)ethoxy]-5-chloropyridin-3-yl}-3-{2-chloro-7-cyclopropylpyrazolo[1,5-a]pyrimidin-6-yl}urea